trimethoxybenzene COC1=C(C(=CC=C1)OC)OC